1-(4-methylsulfanyl-1,3-benzodioxol-5-yl)propan-2-amine CSC1=C(C=CC=2OCOC21)CC(C)N